2-Octyl-2H-isothiazol C(CCCCCCC)N1SC=CC1